2-(7-((2S,5R)-4-(1-(3-(difluoromethyl)quinoxalin-6-yl)ethyl)-2,5-dimethylpiperazin-1-yl)-4-methyl-5-oxo-4,5-dihydro-2H-pyrazolo[4,3-b]pyridin-2-yl)acetonitrile FC(C=1C=NC2=CC=C(C=C2N1)C(C)N1C[C@@H](N(C[C@H]1C)C=1C=2C(N(C(C1)=O)C)=CN(N2)CC#N)C)F